1-(4-{4-[(5R)-5-(2,6-difluorophenyl)-4,5-dihydro-1,2-oxazol-3-yl]-1,3-thiazol-2-yl}piperidin-1-yl)-2-[5-methyl-3-(trifluoromethyl)-1H-pyrazol-1-yl]ethanon FC1=C(C(=CC=C1)F)[C@H]1CC(=NO1)C=1N=C(SC1)C1CCN(CC1)C(CN1N=C(C=C1C)C(F)(F)F)=O